N1C=CC2=CC(=CC=C12)C1=NOC(=N1)C=1C(=C(C#N)C=CC1)NCC=C [3-(1H-indol-5-yl)-1,2,4-oxadiazol-5-yl]-2-[(prop-2-en-1-yl)amino]benzonitrile